BrC1=CC=CC(=N1)\C=C(/C(=O)N1C(C2=CC=C(C=C2CC1)C(=O)N(C)CC1=C(C=C(C=C1OC)C1=CN(C(C(=C1C)C)=O)C)OC)C)\C#N (Z)-2-(3-(6-bromopyridin-2-yl)-2-cyanoacryloyl)-N-(2,6-dimethoxy-4-(1,4,5-trimethyl-6-oxo-1,6-dihydropyridin-3-yl)benzyl)-N,1-dimethyl-1,2,3,4-tetrahydroisoquinoline-6-carboxamide